N-[4-[4-(6-Cyano-2-pyridyl)piperazin-1-yl]phenyl]-4-methoxybenzamid C(#N)C1=CC=CC(=N1)N1CCN(CC1)C1=CC=C(C=C1)NC(C1=CC=C(C=C1)OC)=O